guanidine 2,2,2-trifluoroacetate FC(C(=O)O)(F)F.NC(=N)N